BrC1=CC=C(N2C=C(C=C12)C(=O)OCC)OCCO ethyl 8-bromo-5-(2-hydroxyethoxy)indolizine-2-carboxylate